potassium ((4-(tert-butoxycarbonyl)-1,4-diazepan-1-yl)methyl)trifluoroborate C(C)(C)(C)OC(=O)N1CCN(CCC1)C[B-](F)(F)F.[K+]